4-(tert-Butyl)-N,N-bis(4-methoxybenzyl)-3-(4,4,5,5-tetramethyl-1,3,2-dioxaborolan-2-yl)aniline C(C)(C)(C)C1=C(C=C(N(CC2=CC=C(C=C2)OC)CC2=CC=C(C=C2)OC)C=C1)B1OC(C(O1)(C)C)(C)C